C(CCC)N(CCNC(=O)C1CCN(CC1)C1=NN=C(C=2C1=NN(C2C)C2=CC=CC=C2)C)CC N-[2-(Butyl-ethylamino)ethyl]-1-(3,4-dimethyl-2-phenylpyrazolo[3,4-d]pyridazin-7-yl)piperidine-4-carboxamide